ClC=1C(=C(NC2=NC=NC3=CC=C(C=C23)[C@H]2CN(CC2)C(C=C)=O)C=CC1Cl)F 1-[(3S)-3-[4-(3,4-dichloro-2-fluoro-anilino)quinazolin-6-yl]pyrrolidin-1-yl]prop-2-en-1-one